OC1(CCCCC1)C1=C(C=CC=C1)C(=O)C1=C(C=CC=C1)C1(CCCCC1)O 1-hydroxyl-cyclohexyl-phenyl ketone